3-(4-(2,7-diazaspiro[3.5]nonan-7-yl)pyrimidin-2-yl)-6-(trifluoromethyl)imidazo[1,2-a]pyrazin C1NCC12CCN(CC2)C2=NC(=NC=C2)C2=CN=C1N2C=C(N=C1)C(F)(F)F